6-[3-[1-[[8-bromo-6-(trifluoromethyl)quinazolin-4-yl]amino]ethyl]pyrazin-2-yl]pyridine-3-carbonitrile BrC=1C=C(C=C2C(=NC=NC12)NC(C)C=1C(=NC=CN1)C1=CC=C(C=N1)C#N)C(F)(F)F